Adenosin-5'-Triphosphat P(O)(=O)(OP(=O)(O)OP(=O)(O)O)OC[C@@H]1[C@H]([C@H]([C@@H](O1)N1C=NC=2C(N)=NC=NC12)O)O